Cl.N1=CC=C(C=C1)C=1C(=NNC1)C1=CC=C(OCC2=NC3=CC=CC=C3C=C2C(=O)O)C=C1 2-[[4-[4-(4-Pyridyl)-1H-pyrazol-3-yl]phenoxy]methyl]quinoline-3-carboxylic acid HCl